FC1=C(C=CC=C1)SCCC(=O)O 3-((2-fluorophenyl)thio)propanoic acid